C(C)(C)(C)OC(=O)N1CC2(C1)OC[C@H](C2)N2CCC(CC2)C2=C(C=CC(=C2)F)C=2CCOCC2 (S)-7-(4-(2-(3,6-dihydro-2H-pyran-4-yl)-5-fluorophenyl)piperidin-1-yl)-5-oxa-2-azaspiro[3.4]octane-2-carboxylic acid tert-butyl ester